(S)-N-(3-(5-fluoro-2-((2-fluoro-3-(methyl-sulfonyl)phenyl)amino)pyrimidin-4-yl)-1H-indol-7-yl)-2-(4-methylpiperazin-1-yl)butanamide FC=1C(=NC(=NC1)NC1=C(C(=CC=C1)S(=O)(=O)C)F)C1=CNC2=C(C=CC=C12)NC([C@H](CC)N1CCN(CC1)C)=O